N-phenyl-xylidine C1(=CC=CC=C1)NC1=C(C(=CC=C1)C)C